Cl.Cl.FC1=CC=CC2=C1NC(=N2)C2=CC=C(C=C2)S(=O)(=O)C 7-fluoro-2-(4-(methylsulfonyl)phenyl)-1H-benzo[d]imidazole dihydrochloride